C(CC)(=O)C=1C=C(C2=C(CC(O2)(C)C)C1)O 5-propionyl-7-hydroxy-2,2-dimethyl-2,3-dihydrobenzofuran